3-(5-((S)-3-methyl-1,2,3,4-tetrahydroisoquinoline-2-carbonyl)-1-oxoisoindolin-2-yl)piperidine-2,6-dione C[C@@H]1N(CC2=CC=CC=C2C1)C(=O)C=1C=C2CN(C(C2=CC1)=O)C1C(NC(CC1)=O)=O